C(#N)C1=CC=C(C=C1)C[C@@H](C(=O)O)N1C(C2=CC=CC=C2C1=O)=O (S)-3-(4-cyanophenyl)-2-(1,3-dioxoisoindolin-2-yl)propionic acid